6-cyclopropanecarboxamido-4-[(3-methanesulfonyl-6-methylpyridin-2-yl)amino]-N-(2H3)methylpyridin-3-carboxamide C1(CC1)C(=O)NC1=CC(=C(C=N1)C(=O)NC([2H])([2H])[2H])NC1=NC(=CC=C1S(=O)(=O)C)C